FC(/C=C/C1=CC=C(C(=O)N)C=C1)(F)F 4-((1E)-3,3,3-trifluoro-1-propen-1-yl)benzamide